{3-[(3S,4S)-4-amino-3-methyl-2-oxa-8-azaspiro[4.5]decan-8-yl]-6-(quinoxalin-6-yl)pyrazin-2-yl}methanol N[C@@H]1[C@@H](OCC12CCN(CC2)C=2C(=NC(=CN2)C=2C=C1N=CC=NC1=CC2)CO)C